5-chloro-2-(2-fluoro-4-pyridinyl)-4-(4-piperidinyloxy)-1H-pyrimidin-6-one ClC1=C(N=C(NC1=O)C1=CC(=NC=C1)F)OC1CCNCC1